3-(5-bromo-1-isopropyl-1H-1,2,4-triazol-3-yl)-5-(trifluoromethyl)pyridine BrC1=NC(=NN1C(C)C)C=1C=NC=C(C1)C(F)(F)F